N-octadecyl-1,3-propanediamine C(CCCCCCCCCCCCCCCCC)NCCCN